BrC1=CC=C(C=C1)SC1CCC(CC1)NC1=CC=C(C=C1)S(F)(F)(F)(F)F N-{4-[(4-bromophenyl)sulfanyl]cyclohexyl}-4-(pentafluoro-λ6-sulfanyl)aniline